3,4-dihydroxy-phenylpropionic acid OC=1C=C(C=CC1O)C(C(=O)O)C